FC(C(=O)O)(F)F.FC1CC2NC(C1)C2 3-Fluoro-6-azabicyclo[3.1.1]heptane trifluoroacetate